(E)-3-(1-methyl-1H-benzo[d]imidazol-2-yl)acrylic acid ethyl ester C(C)OC(\C=C\C1=NC2=C(N1C)C=CC=C2)=O